C1N(CC12CNC2)CC=2SC1=C(N2)C(=C(N1)C=1C(=C(C=2N(C1)N=CN2)C)C)C(C)C 2-((2,6-diazaspiro[3.3]heptan-2-yl)methyl)-5-(7,8-dimethyl-[1,2,4]triazolo[1,5-a]pyridin-6-yl)-6-isopropyl-4H-pyrrolo[3,2-d]thiazole